S1C(=NC2=C1C=CC=C2)CN2CCN(CC2)C2=C(C(=O)NS(=O)(=O)CC)C=CC(=C2)OCC(C)C 2-[4-(1,3-benzothiazol-2-yl-methyl)piperazin-1-yl]-N-ethylsulfonyl-4-isobutoxy-benzamide